(1S)-(-)-camphor C[C@]12CC[C@H](C1(C)C)CC2=O